Ethyl-{[4-chloro-5-(3-chlorophenyl)-1-phenyl-1H-pyrazol-3-yl] oxy} acetat C(C)(=O)OOC1=NN(C(=C1Cl)C1=CC(=CC=C1)Cl)C1=C(C=CC=C1)CC